FC1=CC=C(C=C1)C=1N=CN(C1C=1C=CC=2N(C1)C(=CN2)C#N)CC(C)(C)O 6-(4-(4-fluorophenyl)-1-(2-hydroxy-2-methylpropyl)-1H-imidazol-5-yl)imidazo[1,2-a]pyridine-3-carbonitrile